N[C@@H](COC1=NC(=NC(=C1)C1=C(C=CC=C1C)C)NS(=O)(=O)C=1C=C(C(=O)O)C=CC1)CC1CCOCC1 3-[[4-[(2R)-2-Amino-3-tetrahydropyran-4-yl-propoxy]-6-(2,6-dimethylphenyl)pyrimidin-2-yl]sulfamoyl]benzoic acid